3,3-difluorocyclobutyltrifluoromethane FC1(CC(C1)C(F)(F)F)F